C1(CC1)[C@H](CP([O-])(=O)C)C1=CC(=CC=C1)[O-].[K+].[K+] potassium (S)-(2-cyclopropyl-2-(3-oxidophenyl)ethyl)(methyl)phosphinate